N-(3-ethoxy-5-fluoro-4-(4,4,5,5-tetramethyl-1,3,2-dioxaborolan-2-yl)benzyl)-5-fluoro-2-methoxybenzamide C(C)OC=1C=C(CNC(C2=C(C=CC(=C2)F)OC)=O)C=C(C1B1OC(C(O1)(C)C)(C)C)F